CC1CCC(CC1)[C@@H](C(NC1=NC=CC(=C1)O[C@@H]1C(N[C@@H](C1)C(F)(F)F)=O)=O)NC(OC(C)(C)C)=O tert-butyl ((S)-1-((1r,4S)-4-methylcyclohexyl)-2-oxo-2-((4-(((3S,5S)-2-oxo-5-(trifluoromethyl)pyrrolidin-3-yl)oxy)pyridin-2-yl)amino)ethyl)carbamate